C(CCCCCCC\C=C/CCCCCC)N palmitoleyl-amine